FC(C(=O)O)(F)F.N1=CC(=CC(=C1)C#N)C#N pyridine-3,5-dicarbonitrile trifluoroacetic acid salt